6-chloropyrazolo[1,5-a]pyridine-7-formaldehyde ClC=1C=CC=2N(C1C=O)N=CC2